C(C)(C)(C)OC(=O)N1N=C(C=2C1=NC=C(C2)Br)CBr 5-bromo-3-(bromomethyl)-1H-pyrazolo[3,4-b]pyridine-1-carboxylic acid tert-butyl ester